di(1-adamantyl)-butylphosphine C12(CC3CC(CC(C1)C3)C2)P(CCCC)C23CC1CC(CC(C2)C1)C3